NC=1C(=CC(=C(C(=O)OC)C1)OC1=C(C=C(C=C1)F)F)C methyl 5-amino-2-(2,4-difluorophenoxy)-4-methylbenzoate